C1(CC1)C1=C(C(=NO1)C1=C(C=CC=C1Cl)Cl)C=C1CC2(C1)CCN(CC2)C2=CC=C(OCC(=O)O)C=C2 2-(4-(2-((5-cyclopropyl-3-(2,6-dichlorophenyl)isoxazol-4-yl)methylene)-7-azaspiro[3.5]non-7-yl)phenoxy)acetic acid